diphenyl-pyruvic acid C1(=CC=CC=C1)C(C(C(=O)O)=O)C1=CC=CC=C1